BrC(OC=1C=C(C=CC1C)C1CCN(CC1)C(=O)OCCCC)(F)F butyl 4-(3-(bromodifluoromethoxy)-4-methylphenyl)piperidine-1-carboxylate